FC=1C(=C(C=CC1F)C1CCN(CC1)C(=O)C=1C2=C(NN1)CN(C2)C(C(C)C)=O)C(F)(F)F 1-(3-(4-(3,4-difluoro-2-(trifluoromethyl)phenyl)piperidine-1-carbonyl)-4,6-dihydropyrrolo[3,4-c]pyrazol-5(1H)-yl)-2-methylpropan-1-one